Br.C(C)N(C1=CC=CC=C1)CC diethylaniline hydrobromic acid salt